(tert-Butoxycarbonyl)(5-((tert-butyldimethylsilyl)oxy)-2,2-dimethylpentyl)carbamic acid tert-butyl ester C(C)(C)(C)OC(N(CC(CCCO[Si](C)(C)C(C)(C)C)(C)C)C(=O)OC(C)(C)C)=O